methyl N-[5-[6-(5,6-difluoro-3,4-dihydro-2H-quinoline-1-carbonyl)imidazo[1,2-a]pyridin-3-yl]-2-pyridyl]carbamate FC1=C2CCCN(C2=CC=C1F)C(=O)C=1C=CC=2N(C1)C(=CN2)C=2C=CC(=NC2)NC(OC)=O